methyl 2-(2-chloropyridin-3-yl)-2-hydroxyhex-5-enoate ClC1=NC=CC=C1C(C(=O)OC)(CCC=C)O